(R)-N-(2,4-Dimethyl-5-oxo-5,6,7,8-tetrahydro-4H-pyrazolo[1,5-a][1,3]diazepin-6-yl)-5-(4-fluorobenzyl)-4H-1,2,4-triazol-3-carboxamid CC1=NN2C(N(C([C@@H](CC2)NC(=O)C2=NN=C(N2)CC2=CC=C(C=C2)F)=O)C)=C1